[2H]C=1C(=CC(=NC1)C(=O)N)NC(=O)[C@@H]1O[C@]([C@H]([C@@H]1C1=C(C(=C(C=C1)F)F)OC)C)(C(F)(F)F)C 5-Deuterio-4-[[(2R,3R,4S,5R)-3-(3,4-difluoro-2-methoxyphenyl)-4,5-dimethyl-5-(trifluoromethyl)tetrahydrofuran-2-carbonyl]amino]pyridin-2-carboxamid